3-(2-chloro-3-(2-methyl-3-(3-(3-hydroxypyrrolidin-1-yl)propoxy)phenyl)anilino)benzisothiazole-6-carbaldehyde ClC1=C(NC2=NSC3=C2C=CC(=C3)C=O)C=CC=C1C1=C(C(=CC=C1)OCCCN1CC(CC1)O)C